1-mercapto-glycerol SOCC(O)CO